N-cyclobutyl-2-((4-oxo-3-phenethyl-3,4-dihydropteridin-2-yl)thio)acetamide C1(CCC1)NC(CSC1=NC2=NC=CN=C2C(N1CCC1=CC=CC=C1)=O)=O